(2-chlorophenyl)-4-(methylamino)-6-(trifluoromethyl)thieno[3,2-d]pyrimidin-2(1H)-one ClC1=C(C=CC=C1)N1C(N=C(C2=C1C=C(S2)C(F)(F)F)NC)=O